1-(2,2-difluoroethyl)-5-methyl-6-(2-(6-methyl-2-(trifluoromethyl)pyrimidin-4-yl)-2,8-diazaspiro[4.5]decan-8-yl)-1,5-dihydro-4H-pyrazolo[3,4-d]pyrimidin-4-one FC(CN1N=CC2=C1N=C(N(C2=O)C)N2CCC1(CCN(C1)C1=NC(=NC(=C1)C)C(F)(F)F)CC2)F